NC1=C(C(=O)N(C)OC)C=C(C(=C1)F)NCC1=C(C=C(C=C1)OC)OC 2-amino-5-((2,4-dimethoxybenzyl)amino)-4-fluoro-N-methoxy-N-methylbenzamide